N-(6-(2-cyclopropylethyl)thiazolo[4,5-b]pyrazin-2-yl)-5'-methoxy-2',6-dimethyl-[4,4'-bipyridine]-3-carboxamide C1(CC1)CCC=1N=C2C(=NC1)N=C(S2)NC(=O)C=2C=NC(=CC2C2=CC(=NC=C2OC)C)C